C(=C)N1N=C(N=C1)C(=O)OC Methyl 1-vinyl-1H-1,2,4-triazole-3-carboxylate